NCCOCCN 2-Aminoethyl Ether